ClC1=C(C=NN1CCOC)C1=C(C(=C(C=C1)B(O)O)F)F [4-[5-chloro-1-(2-methoxyethyl)pyrazol-4-yl]-2,3-difluoro-phenyl]boronic acid